1-N'-(4-Fluorophenyl)-1-N-[4-(7-pyrrolidin-3-ylquinolin-4-yl)oxyphenyl]cyclopropane-1,1-dicarboxamide FC1=CC=C(C=C1)NC(=O)C1(CC1)C(=O)NC1=CC=C(C=C1)OC1=CC=NC2=CC(=CC=C12)C1CNCC1